tert-butyl 4-[5-(2,4-dimethyl-1,3-benzoxazol-6-yl)-7-fluoro-indazol-2-yl]piperidine-1-carboxylate CC=1OC2=C(N1)C(=CC(=C2)C2=CC1=CN(N=C1C(=C2)F)C2CCN(CC2)C(=O)OC(C)(C)C)C